[Ru](Cl)(Cl)Cl.N1=CC=CC=C1 Pyridine ruthenium chloride